(2-oxa-6-azaspiro[3.3]hept-6-yl)pyrazolo[1,5-a]pyrimidine-3-carboxylic acid ethyl ester C(C)OC(=O)C=1C(=NN2C1N=CC=C2)N2CC1(COC1)C2